Lithium Iron Cobalt Phosphate P(=O)([O-])([O-])[O-].[Co+2].[Fe+2].[Li+]